(S)-2'-chloro-4-{[(1R)-1-cyclohexylbutyl]carbamoyl}-6'-(5,6-difluoro-1H-1,3-benzodiazol-2-yl)-[1,1'-biphenyl]-2-carboxylic acid ClC1=C(C(=CC=C1)C1=NC2=C(N1)C=C(C(=C2)F)F)C=2C(=CC(=CC2)C(N[C@H](CCC)C2CCCCC2)=O)C(=O)O